ClC1=C(C=CC=C1C=1N=C2N(C=CN(C2=O)C[C@H]2NC(CC2)=O)C1)C1=C(C(=CC=C1)C=1N=C2N(C=CN(C2=O)C[C@H]2NC(CC2)=O)C1)Cl 2,2'-(2,2'-dichloro-[1,1'-biphenyl]-3,3'-diyl)bis(7-(((S)-5-oxopyrrolidin-2-yl)methyl)imidazo[1,2-a]pyrazin-8(7H)-one)